BrC1=C(N(C2=CC(=CC=C12)Br)C)N=S(=O)(C1=CC=CC=C1)C ((3,6-dibromo-1-methyl-1H-indol-2-yl)imino)(methyl)(phenyl)-λ6-sulfanone